FC=1C(=C(C=CC1F)[C@@H]1[C@H](N([C@@]([C@@H]1C)(C(F)(F)F)C)C)C(=O)NC1=CC(=NC=C1)C(=O)N)OC |o1:8,9,11,12| rel-4-((2S,3R,4R,5S)-3-(3,4-difluoro-2-methoxyphenyl)-1,4,5-trimethyl-5-(trifluoromethyl)pyrrolidine-2-carboxamido)picolinamide